3-(4-(1-methyl-4-(trifluoromethyl)-1H-imidazol-2-yl)phenyl)-1,2,4-oxadiazole CN1C(=NC(=C1)C(F)(F)F)C1=CC=C(C=C1)C1=NOC=N1